CC1=CC=CC=2NC(=NC21)CC2=CC=C(C1=CC=CC=C21)C=2N=C(N1C2C(=NC=C1)N)C(C)C 1-{4-[(4-methyl-1H-1,3-benzodiazol-2-yl)methyl]naphthalen-1-yl}-3-(propan-2-yl)imidazo[1,5-a]pyrazin-8-amine